CC1=CC=C(C=N1)C(C)(C)N1CC(CC1)(CCC=1SC=CC1)[C@H](CO)O |o1:22| (R or S)-1-(1-(2-(6-methylpyridin-3-yl)propan-2-yl)-3-(2-(thiophen-2-yl)ethyl)pyrrolidin-3-yl)ethane-1,2-diol